BrC1=C(C(=NC=C1)C#N)F 4-bromo-3-fluoropicolinonitrile